C(=S)S.C(C)N(CC)[Na] diethylaminosodium dithioformate